2-((3aR,5r,6aS)-5-((R)-5-(3,5-difluorophenyl)-4,5-dihydro-1H-pyrazole-1-carbonyl)hexahydrocyclopenta[c]pyrrol-2(1H)-yl)pyrimidine-4-carbonitrile FC=1C=C(C=C(C1)F)[C@H]1CC=NN1C(=O)C1C[C@@H]2[C@@H](CN(C2)C2=NC=CC(=N2)C#N)C1